tert-Butyl 4-(2-cyanopyrimidin-4-yl)piperidine-1-carboxylate C(#N)C1=NC=CC(=N1)C1CCN(CC1)C(=O)OC(C)(C)C